2-methoxy-6-(5-methoxy-1-methyl-1H-pyrrolo[2,3-c]pyridin-3-yl)-5-methyl-3-phenylisoxazole-4-carboxamide CON1OC(=C(C1C1=CC=CC=C1C1=CN(C2=CN=C(C=C21)OC)C)C(=O)N)C